COC=1C=C(C=CC1)N(C(CCCC)=O)CC1=CC=C(C=C1)C1=CC=CC=C1 4'-((N-(3-Methoxyphenyl)pentanamido)methyl)biphenyl